methyl 6-(4-hydroxy-4-phenylpiperidin-1-yl)quinoline-4-carboxylate OC1(CCN(CC1)C=1C=C2C(=CC=NC2=CC1)C(=O)OC)C1=CC=CC=C1